C(C)(C)(C)C1=CC=C(C=C1)N(C(=O)C1=CN=CN1)C(C(=O)NC1CCCCC1)C=1C(=NC=NC1)C#N N-(4-(tert-butyl)phenyl)-N-(1-(4-cyanopyrimidin-5-yl)-2-(cyclohexylamino)-2-oxoethyl)-1H-imidazole-5-carboxamide